ClC1=C(C=NC(=C1)C1=CC=NC2=CC=C(C=C12)F)OC[C@@](CC(C)C)(C)NC(OC(C)(C)C)=O (S)-tert-butyl (1-((4-chloro-6-(6-fluoroquinolin-4-yl)pyridin-3-yl)oxy)-2,4-dimethylpentan-2-yl)carbamate